7-bromo-4-((4-methoxybenzyl)amino)-[1,2,5]oxadiazolo[3,4-c]pyridine-3-oxide BrC=1C=2C(C(=NC1)NCC1=CC=C(C=C1)OC)=[N+](ON2)[O-]